5-(2-nitrobenzoyl)amino-3-(1-isopropyl-1,2,3,6-tetrahydropyridin-4-yl)-1H-indole [N+](=O)([O-])C1=C(C(=O)NC=2C=C3C(=CNC3=CC2)C=2CCN(CC2)C(C)C)C=CC=C1